CSC=1N=CC2=C(N1)C(=NC=C2)O (methylthio)pyrido[3,4-d]pyrimidin-8-ol